2-({3-chloro-2-[(5-chloro-3-fluoropyridin-2-yl)methoxy]-5,6,7,8-tetrahydro-1,7-naphthyridin-7-yl}methyl)-1-{[(2S)-oxetan-2-yl]methyl}-1H-1,3-benzodiazole-6-carboxylic acid ClC=1C(=NC=2CN(CCC2C1)CC1=NC2=C(N1C[C@H]1OCC1)C=C(C=C2)C(=O)O)OCC2=NC=C(C=C2F)Cl